OCC([C@]1(CC[C@H]2[C@@H]3CCC4=CC(CC[C@]4(C)[C@H]3CC[C@]12C)=O)OC(CC)=O)=O 21-hydroxy-17-(1-oxo-propoxy)pregna-4-ene-3,20-dione